CC1=CC(=NN1COCC[Si](C)(C)C)C(=O)OCC ethyl 5-methyl-1-((2-(trimethylsilyl)ethoxy)methyl)-1H-pyrazole-3-carboxylate